1-(4-(Hydroxymethyl)-2-(methylsulfonyl)benzyl)pyridin-2-one OCC1=CC(=C(CN2C(C=CC=C2)=O)C=C1)S(=O)(=O)C